(S)-tert-Butyl 4-(5-(benzyloxy)pyrimidin-2-yl)-2-methylpiperazine-1-carboxylate C(C1=CC=CC=C1)OC=1C=NC(=NC1)N1C[C@@H](N(CC1)C(=O)OC(C)(C)C)C